BrC1=C(C=C(OC2CC3(C2)CCN(CC3)CC(=O)OCC)C=C1)C(F)(F)F ethyl 2-[2-[4-bromo-3-(trifluoromethyl)phenoxy]-7-azaspiro[3.5]nonan-7-yl]acetate